C(#N)C1=C(C=C(C=C1)C1=CC(=CC=2N1N=CN2)N(C(C)=O)C)F N-[5-(4-cyano-3-fluorophenyl)-[1,2,4]triazolo[1,5-a]pyridin-7-yl]-N-methylacetamide